2-(morpholin-4-yl)pyrazolo[1,5-a][1,3,5]triazin-4-amine N1(CCOCC1)C1=NC=2N(C(=N1)N)N=CC2